FC1=CC(=C(C=C1)C1=NC(=NC=N1)NC=1C=C(C=CC1)C[S@](=O)(C)=NC([C@H](C(C)C)NC(OC(C)(C)C)=O)=O)OC |o1:21| Tert-butyl [(2S)-1-{[(R*)-[(3-{[4-(4-fluoro-2-methoxyphenyl)-1,3,5-triazin-2-yl]amino}phenyl) methyl](methyl)oxo-lambda6-sulfanylidene]amino}-3-methyl-1-oxobutan-2-yl]carbamate